C1(=CC=CC=C1)P(OC(C(=C(C1=CC=C(C=C1)Cl)C1=CC=C(C=C1)Cl)C1=CC=CC=C1)=C1SCCCS1)(=O)C1=CC=CC=C1 3,3-Bis(4-chlorophenyl)-1-(1,3-dithian-2-ylidene)-2-PHENYLALLYL DIPHENYLPHOSPHINATE